1,3-diisocyanato-5-methylcyclohexane N(=C=O)C1CC(CC(C1)C)N=C=O